1-[6-(m-cyanophenyl)-4-(1-{[6-(tert-butyl)-2-pyridinyl]methyl}-1H-1,2,3-triazol-4-yl)-2-pyrimidinylamino]cyclopropanecarboxylic acid C(#N)C=1C=C(C=CC1)C1=CC(=NC(=N1)NC1(CC1)C(=O)O)C=1N=NN(C1)CC1=NC(=CC=C1)C(C)(C)C